(azetidin-3-yl)-N-(4-fluorobenzyl)-N-(4-isobutoxybenzyl)pyrimidin-2-amine N1CC(C1)C1=NC(=NC=C1)N(CC1=CC=C(C=C1)OCC(C)C)CC1=CC=C(C=C1)F